C(CCC)OC1=C(C=CC(=C1)Cl)NC(\C=C\C1=CC=C(C=C1)OC)=O (E)-N-(2-butoxy-4-chlorophenyl)-3-(4-methoxyphenyl)acrylamide